3-(2-(2-(3-(2-(2,6-dioxopiperidin-3-yl)-1-oxoisoindolin-5-yl)propoxy)ethoxy)ethoxy)propanoic acid O=C1NC(CCC1N1C(C2=CC=C(C=C2C1)CCCOCCOCCOCCC(=O)O)=O)=O